Methyl (1R,2S,5S)-3-[(2S)-2-cyclohexyl-2-{[(trifluoromethyl)sulfonyl]amino}acetyl]-6,6-dimethyl-3-azabicyclo[3.1.0]hexane-2-carboxylate C1(CCCCC1)[C@@H](C(=O)N1[C@@H]([C@H]2C([C@H]2C1)(C)C)C(=O)OC)NS(=O)(=O)C(F)(F)F